BrC1=CC2=C(N(C=N2)C2=CC=C(C(=N2)N2N=C(C=C2C)C#N)C(C)O)C=C1 1-[6-(5-bromobenzimidazol-1-yl)-3-(1-hydroxyethyl)-2-pyridyl]-5-methyl-pyrazole-3-carbonitrile